tert-butyl (2S,4R)-2-(4-(5-(3,3-difluorocyclobutyl)-1,2,4-oxadiazol-3-yl)-4-(trifluoromethyl)piperidine-1-carbonyl)-4-hydroxy-5,5-dimethylpiperidine-1-carboxylate FC1(CC(C1)C1=NC(=NO1)C1(CCN(CC1)C(=O)[C@H]1N(CC([C@@H](C1)O)(C)C)C(=O)OC(C)(C)C)C(F)(F)F)F